ClC=1C=C(CS(=O)(=O)N2CC(C(CC2)(O)C2=CC(=CC=C2)OC)CN(C)C)C=CC1 1-((3-chlorobenzyl)sulfonyl)-3-((dimethylamino)methyl)-4-(3-methoxyphenyl)piperidine-4-ol